2-methyl-2-(4-(4-(1-(pent-3-yl)-1H-pyrazol-4-yl)pyrazolo[1,5-a]pyrazin-6-yl)-1H-pyrazol-1-yl)propan-1-ol CC(CO)(C)N1N=CC(=C1)C=1N=C(C=2N(C1)N=CC2)C=2C=NN(C2)C(CC)CC